3-[(2r,4r,5r)-5-[[bis(4-methoxyphenyl)-phenyl-methoxy]methyl]-4-hydroxy-tetrahydrofuran-2-yl]-5-ethyl-1H-pyrimidine-2,4-dione COC1=CC=C(C=C1)C(OC[C@@H]1[C@@H](C[C@@H](O1)N1C(NC=C(C1=O)CC)=O)O)(C1=CC=CC=C1)C1=CC=C(C=C1)OC